FC1=C(C=C(C=C1)C=1CCC(N(N1)C1=NS(C2=C1C=CC(=C2)B(O)O)(=O)=O)C)OC [3-[6-(4-fluoro-3-methoxy-phenyl)-3-methyl-4,5-dihydro-3H-pyridazin-2-yl]-1,1-dioxo-1,2-benzothiazol-6-yl]boronic acid